N-[4-[2-oxo-6-[2-(trifluoromethyl)-1-piperidyl]-1H-pyridin-4-yl]-2-pyridyl]acetamide O=C1NC(=CC(=C1)C1=CC(=NC=C1)NC(C)=O)N1C(CCCC1)C(F)(F)F